C(C)(C)(C)OC([C@H](NC(=O)OCC1C2=CC=CC=C2C2=CC=CC=C12)CCC(=O)O)=O N-Fmoc-D-glutamic acid-1-tert-butyl ester